(R)-1-(3-((6-((1-(tert-butyl)-1H-pyrazol-4-yl)amino)-3-(methylthio)-1H-pyrazolo[3,4-d]pyrimidin-4-yl)amino)piperidin-1-yl)prop-2-en-1-one C(C)(C)(C)N1N=CC(=C1)NC1=NC(=C2C(=N1)NN=C2SC)N[C@H]2CN(CCC2)C(C=C)=O